N4-(acetyl-β-D-glucosaminyl)asparagine CC(=O)N[C@@H]1[C@H]([C@@H]([C@H](O[C@H]1NC(=O)C[C@@H](C(=O)O)N)CO)O)O